Cl.Cl.ClC=1C(=NC2=CC=C(C=C2C1)C=1N=C(SC1)CN)N1CCNCC1 [4-(3-chloro-2-piperazin-1-yl-6-quinolyl)thiazol-2-yl]methanamine dihydrochloride